3-chloro-7-((1r,4r)-4-(2-fluoro-6-methylphenyl)cyclohexyl)-5-((3-(trifluoromethyl)pyridin-2-yl)methyl)pyrido[2,3-b]pyrazin-6(5H)-one ClC1=CN=C2C(=N1)N(C(C(=C2)C2CCC(CC2)C2=C(C=CC=C2C)F)=O)CC2=NC=CC=C2C(F)(F)F